BrC=1C=C(C=C(C1)Br)C1=CC(=CC(=C1)C1=CC=CC=C1)C1=CC=CC=C1 3,5-dibromo-5'-phenyl-1,1':3',1''-terphenyl